3-fluoro-2-(6-fluoro-4-((R)-2-methylpiperazin-1-yl)-2-((tetrahydro-2H-pyran-4-yl)methoxy)pyrido[2,3-d]pyrimidin-7-yl)phenol FC=1C(=C(C=CC1)O)C=1C(=CC2=C(N=C(N=C2N2[C@@H](CNCC2)C)OCC2CCOCC2)N1)F